2-(5-(4-(2-methoxyethoxy)phenyl)pyridin-2-yl)propan-2-amine COCCOC1=CC=C(C=C1)C=1C=CC(=NC1)C(C)(C)N